7-bromo-6-fluoro-1,2,3,4-tetrahydroisoquinoline BrC1=C(C=C2CCNCC2=C1)F